C(C)(C)(C)[Si](OCCN1N=C(C(=C1CO)I)OC(C)C)(C)C [2-[2-[tert-butyl-(dimethyl)silyl]oxyethyl]-4-iodo-5-isopropoxy-pyrazol-3-yl]methanol